2-methyl-1-[4-(methoxysulfanyl)-phenyl]-2-morpholinopropane-1-one CC(C(=O)C1=CC=C(C=C1)SOC)(C)N1CCOCC1